(S*)-N-(2-Bromo-3-fluoropyridin-4-yl)-11,11-difluoro-9-(hydroxymethyl)-3,4,8,9,10,11-hexahydro-1H-pyrido[4',3':3,4]pyrazolo[1,5-a]azepine-2(7H)-carboxamide BrC1=NC=CC(=C1F)NC(=O)N1CC=2C(=NN3C2C(C[C@H](CC3)CO)(F)F)CC1 |o1:20|